C1(CCC1)N1C=C(C=2C1=NC=C(C2)C(=O)NC=2C=C1CN(C(C1=CC2)=O)C2C(NC(CC2)=O)=O)C 1-cyclobutyl-N-[2-(2,6-dioxopiperidin-3-yl)-1-oxo-3H-isoindol-5-yl]-3-methylpyrrolo[2,3-b]pyridine-5-carboxamide